NC1=C(C=C(C=C1)C1=CC(=C(C=C1)C(C(=O)N)N=[N+]=[N-])C)C (4'-amino-3,3'-dimethyl-[1,1'-biphenyl]-4-yl)-2-azidoacetamide